C(CSCCO)SCCO 2'-(ethylenedithio)diethanol